2-chloro-4H-benzo[d][1,3,2]dioxaphosphinin-4-one ClP1OC(C2=C(O1)C=CC=C2)=O